NCC1=C(C=C(C=C1)C=1N=C2SC3=C(N2C1)C=CC(=C3)C(=O)NCCCN3CCCCC3)C(F)F (4-(aminomethyl)-3-(difluoromethyl)phenyl)-N-(3-(piperidin-1-yl)propyl)benzo[d]imidazo[2,1-b]thiazole-7-carboxamide